C(C)(C)(C)OC(=O)N1C(C(C2=NNC(C=3C=C(C=C1C23)F)=O)N2C(N(C3(CCC3)C2=O)C)=S)C2=CC=C(C=C2)F 5-fluoro-8-(4-fluorophenyl)-9-(5-methyl-8-oxo-6-thioxo-5,7-diazaspiro[3.4]octane-7-yl)-8,9-dihydro-2H-pyrido[4,3,2-de]phthalazin-3(7H)-one-7-carboxylic acid tert-butyl ester